(S)-(-)-1-benzyl-3-pyrrolidinol C1CN(C[C@H]1O)CC2=CC=CC=C2